methylene-1-methyl-2,3,4,9-tetrahydropyridino[3,4-b]indol C=C1CC2=C(NC3=CC=CC=C23)C(N1)C